3,6-dimethyl-1,2-phenylene bis(diethylcarbamate) C(C)N(C(OC1=C(C(=CC=C1C)C)OC(N(CC)CC)=O)=O)CC